COC=1C=C2C=CC=NC2=CC1 (6-methoxy)quinoline